1-(cyclohexylmethyl)-3-phenyl-1H-pyrrole-2,5-dione C1(CCCCC1)CN1C(C(=CC1=O)C1=CC=CC=C1)=O